O([C@H]1[C@H](O)[C@@H](O)[C@H](O)[C@H](O1)CO)CCCCCCCCCCCC 1-dodecyl β-D-glucopyranoside